COC(CNC(C=C)=O)OC N-(2,2-dimethoxyethyl)acrylamide